1-ethyl-6-fluoro-7-(4-methylpiperazin-1-yl)-3-(4-chlorocinnamoyl)-[1,8]naphthyridin-4(1H)-one C(C)N1C=C(C(C2=CC(=C(N=C12)N1CCN(CC1)C)F)=O)C(C=CC1=CC=C(C=C1)Cl)=O